2-(1,3-dimethyl-2,6-dioxo-1,2,3,6-tetrahydro-7H-purin-7-yl)acetate CN1C(N(C=2N=CN(C2C1=O)CC(=O)[O-])C)=O